OC1=CC=C(C=C1)N1C(NC(CC1)=O)=O 1-(4-hydroxyphenyl)hexahydropyrimidine-2,4-dione